3-Hydroxy-5-(4-methyl-3-phenylisoxazol-5-yl)picolinoyl-glycine OC=1C(=NC=C(C1)C1=C(C(=NO1)C1=CC=CC=C1)C)C(=O)NCC(=O)O